(2S)-2-((tert-butyloxycarbonyl)amino)-3-(2-oxo-8-oxa-1-azaspiro[4.5]dec-3-yl)propanoic acid methyl ester COC([C@H](CC1C(NC2(C1)CCOCC2)=O)NC(=O)OC(C)(C)C)=O